(5-(3-cyano-6-(2-methylpyridin-4-yl)pyrazolo[1,5-a]pyridin-4-yl)pyridin-2-yl)-3,8-diazabicyclo[3.2.1]octane C(#N)C=1C=NN2C1C(=CC(=C2)C2=CC(=NC=C2)C)C=2C=CC(=NC2)C21CNCC(CC2)N1